ClC=1C(=NC=2CN(CCC2C1)CC1=NC2=C(N1C[C@H]1OCC1)C(=C(C=C2)C(=O)O)F)OCC2=C(C=C(C=C2F)Cl)Cl 2-({3-chloro-2-[(2,4-dichloro-6-fluorophenyl)methoxy]-5,6,7,8-tetrahydro-1,7-naphthyridin-7-yl}methyl)-7-fluoro-1-{[(2S)-oxetan-2-yl]methyl}-1H-1,3-benzodiazole-6-carboxylic acid